5-[(1S,2S)-2-fluorocyclopropyl]-3-(3-methylazetidin-3-yl)-1,2,4-oxadiazole F[C@@H]1[C@@H](C1)C1=NC(=NO1)C1(CNC1)C